(R)-N-(3-((1,2,3,4-tetrahydroacridin-9-yl)amino)propyl)pyrrolidine-3-carboxamide C1CCCC2=NC3=CC=CC=C3C(=C12)NCCCNC(=O)[C@H]1CNCC1